ClC1=C(C=CC=C1)N1CCC2(CC1)C=1C=CC(=NC1CN(C2)C[C@@H]2NCCC2)C2=C(C=CC=C2)OCC 1'-(2-chlorophenyl)-2-(2-ethoxyphenyl)-7-[[(2R)-pyrrolidin-2-yl]methyl]spiro[6,8-dihydro-1,7-naphthyridine-5,4'-piperidine]